[Si](C)(C)(C(C)(C)C)OCC1(CN(C1)C=1C=CC=2N(C1)N=C(N2)N)F 6-(3-(((tert-butyldimethylsilyl)oxy)methyl)-3-fluoroazetidin-1-yl)-[1,2,4]triazolo[1,5-a]pyridin-2-amine